CC1(CCN2C3=C(C=C12)N=CC(=N3)[C@@H]3CCC[C@H]([C@@H](N3)CO)CC(C)C)C |r| racemic-[(2R,3S,7S)-7-{8,8-dimethyl-6H,7H,8H-pyrazino[2,3-b]pyrrolizin-3-yl}-3-(2-methylpropyl)azepan-2-yl]methanol